O=C1NC(CCC1N1C(C2=CC=C(C=C2C1=O)C#CCCCCCCCCCO)=O)=O 2-(2,6-dioxopiperidin-3-yl)-5-(11-hydroxyundec-1-yn-1-yl)isoindoline-1,3-dione